C(C=C)(=O)N1C[C@@H](N(CC1)C1=NC(N2C3=C(C(=C(C=C13)Cl)C1=C(C=C(C=C1)F)F)SC[C@H]2CC2CCN(CC2)CC(F)F)=O)C (3R)-7-((S)-4-acryloyl-2-methylpiperazin-1-yl)-9-chloro-3-((1-(2,2-difluoroethyl)piperidin-4-yl)methyl)-10-(2,4-difluorophenyl)-2,3-dihydro-5H-[1,4]thiazino[2,3,4-ij]quinazolin-5-one